4-(5-cyclopropyl-2-methoxyphenyl)-6-methylnicotinic acid C1(CC1)C=1C=CC(=C(C1)C1=CC(=NC=C1C(=O)O)C)OC